2-(2-chlorophenyl)-N-(2-(4-methylpiperazin-1-yl)-5-sulfamoylquinolin-7-yl)acetamide ClC1=C(C=CC=C1)CC(=O)NC1=CC(=C2C=CC(=NC2=C1)N1CCN(CC1)C)S(N)(=O)=O